CS(=O)(=O)N1CCC2=CC=CC(=C12)N 1-(methylsulfonyl)indolin-7-amine